C(C)OC(C=1C=C(C=CC1)C1(COC1)O)OCC 3-(3-(Diethoxymethyl)phenyl)oxetan-3-ol